methyl-(3,4-bis(4-bromobenzoyl)-1H-pyrazol-1-yl) benzoate C(C1=CC=CC=C1)(=O)ON1N=C(C(=C1C)C(C1=CC=C(C=C1)Br)=O)C(C1=CC=C(C=C1)Br)=O